C1(CC1)C1=C(C(=O)O)C=CC=N1 2-cyclopropylnicotinic acid